[I-].C(C)OC(=O)C1CC(C1)[Zn+] (3-(Ethoxycarbonyl)cyclobutyl)zinc(II) iodide